C(C(=C)C)(=O)OCCC(C)OC(C(=C)C)=O 1,3-Butylenglycol dimethacrylat